(3-((1-methyl-piperidin-2-yl)methyl)-1,2,3-oxadiazol-3-ium-5-yl)amide CN1C(CCCC1)C[N+]1=NOC(=C1)[NH-]